4-(((6-(1-((4-Ethoxy-1-methyl-6-(3-oxo-2,3-dihydroisoxazol-5-yl)-1H-benzo[d]imidazol-2-yl)methyl)piperidin-4-yl)pyridin-2-yl)oxy)methyl)-3-fluorobenzonitrile C(C)OC1=CC(=CC=2N(C(=NC21)CN2CCC(CC2)C2=CC=CC(=N2)OCC2=C(C=C(C#N)C=C2)F)C)C2=CC(NO2)=O